N-isopropyl-N-(2-(5-methoxy-6-methyl-1H-indol-3-yl)ethyl)propan-2-amine hydrochloride Cl.C(C)(C)N(C(C)C)CCC1=CNC2=CC(=C(C=C12)OC)C